ClC=1C=C(C=CC1F)NC(=O)C=1C=2CC(C(C2C(=CC1)F)NC(=O)NC)OC N-(3-chloro-4-fluorophenyl)-7-fluoro-2-methoxy-1-(3-methylureido)-2,3-dihydro-1H-indene-4-carboxamide